ClC=1C=C(C=CC1)C1COC2=C(O1)C=CC=C2C2CCN(CC2)CC2=NC=1C(=NC(=CC1)C(=O)O)N2C[C@H]2OCC2 2-((4-(2-(3-chlorophenyl)-2,3-dihydrobenzo[b][1,4]dioxin-5-yl)piperidin-1-yl)methyl)-3-(((S)-oxetan-2-yl)methyl)-3H-imidazo[4,5-b]pyridine-5-carboxylic acid